tert-Butyl 4-(4-(7-fluoroquinolin-4-yl)piperazine-1-carbonyl)piperazine-1-carboxylate FC1=CC=C2C(=CC=NC2=C1)N1CCN(CC1)C(=O)N1CCN(CC1)C(=O)OC(C)(C)C